BrC=1C(=NN(C1)C1CCN(CC1)C1CC1)[C@H](C)OC (S)-4-(4-bromo-3-(1-methoxyethyl)-1H-pyrazol-1-yl)-1-cyclopropylpiperidine